(2R)-2-(6-{5-chloro-2-[(oxan-4-yl)amino]pyrimidin-4-yl}-1-oxo-2,3-dihydro-1H-isoindol-2-yl)-N-[(1S)-1-[2-(4-methylpiperazin-1-yl)pyridin-4-yl]ethyl]propanamide ClC=1C(=NC(=NC1)NC1CCOCC1)C1=CC=C2CN(C(C2=C1)=O)[C@@H](C(=O)N[C@@H](C)C1=CC(=NC=C1)N1CCN(CC1)C)C